ClC1=C(CNC(C(OC)OC)=O)C=CC=C1 N-(2-chlorobenzyl)-2,2-dimethoxyacetamide